10H-benzo[b]pyrido[2,3-e][1,4]oxazine N1=CC=CC2=C1NC1=C(O2)C=CC=C1